C(C=C)OC=CC propenyl allyl ether